1-[4-(11-Bromoundecyloxy)-2,3-difluoro-phenyl]adamantane methyl-4-((6-bromonaphthalen-2-yl)oxy)-1H-1,2,3-triazole-5-carboxylate COC(=O)C1=C(N=NN1)OC1=CC2=CC=C(C=C2C=C1)Br.BrCCCCCCCCCCCOC1=C(C(=C(C=C1)C12CC3CC(CC(C1)C3)C2)F)F